C1(=CC=CC=C1)N(C(O)=O)C=1C=CC2=C(C(=CO2)N2C(NC(CC2)=O)=O)C1.FC(OC=1C=C(CN2C=CC3=CC(=CC=C23)C(C(=O)N)=C)C=CC1)(F)F (1-(3-(trifluoromethoxy)benzyl)-1H-indol-5-yl)acrylamide phenyl-(3-(2,4-dioxotetrahydropyrimidin-1(2H)-yl)benzofuran-5-yl)carbamate